2-(6-methylpyridin-3-yl)propan CC1=CC=C(C=N1)C(C)C